NC1=NC=2C=CC(=CC2C2=C1C=NN2C)C(=O)N(CC=2SC1=C(N2)C=C(C=C1)C(F)(F)F)N1C(OCC1)=O 4-amino-1-methyl-N-(2-oxooxazolidin-3-yl)-N-((5-(trifluoromethyl)benzo[d]thiazol-2-yl)methyl)-1H-pyrazolo[4,3-c]quinoline-8-carboxamide